L-serine-d7 N([C@@](C(O[2H])([2H])[2H])(C(=O)O[2H])[2H])([2H])[2H]